C1(=CC=CC=C1)C(=O)C(C)(C)O 1-hydroxy-1-METHYLETHYL PHENYL ketone